ClC1=NC(=NC(=C1)C(F)(F)F)N1CCN(CC1)C(=O)[O-] 4-(4-Chloro-6-(trifluoromethyl)pyrimidin-2-yl)piperazine-1-carboxylate